methyl 3-[2-(dimethylamino)ethoxy]-4-nitro-5-[[(2S)-oxetan-2-yl]methylamino]benzoate CN(CCOC=1C=C(C(=O)OC)C=C(C1[N+](=O)[O-])NC[C@H]1OCC1)C